CN(CCCCCCCCCCCCCCCCCCCCCCCCC[NH-])C N-[3-(dimethylamino)propyl]behenyl-amide